ClC=1C=C(C(=O)NC2=C(SC=C2)C(=O)NCCC2=C(C=CC=C2)OC)C=C(C1O)C(C)C 3-(3-chloro-4-hydroxy-5-isopropylbenzamido)-N-(2-methoxyphenethyl)thiophene-2-carboxamide